1-octadecanylhydroxid C(CCCCCCCCCCCCCCCCC)O